FC(C)(F)C1=NC(=CC(=N1)C1=CN(C2=CN=C(C=C21)NC(C)=O)CC)C N-[3-[2-(1,1-difluoroethyl)-6-methyl-pyrimidin-4-yl]-1-ethyl-pyrrolo[2,3-c]pyridin-5-yl]acetamide